1,2-benzophenanthrene C1=CC=C2C(=C1)C=CC3=C2C=CC4=CC=CC=C43